C(#N)/C(/C(=O)NC1=CC=NC=C1)=C(\C=1C=NOC1C)/O (Z)-2-cyano-3-hydroxy-3-(5-methylisoxazol-4-yl)-N-(4-pyridinyl)prop-2-enamide